3-chloroanisole ClC=1C=C(C=CC1)OC